CN1C(NC2=CC=C(C=C2C1)N=[S@@](=O)(C)C1=C(C=CC=C1)OC)=O |r| rac-N-(3-methyl-2-oxo-1,2,3,4-tetrahydroquinazolin-6-yl)-S-(2-methoxyphenyl)-S-methylsulfoximine